(1R,3S,5R)-2-(2-(3-acetyl-5-(2-methylpyrimidin-5-yl)-1H-indol-1-yl)acetyl)-N-(6-bromo-3-methylpyridin-2-yl)-5-methyl-2-azabicyclo[3.1.0]hexane-3-carboxamide C(C)(=O)C1=CN(C2=CC=C(C=C12)C=1C=NC(=NC1)C)CC(=O)N1[C@@H]2C[C@@]2(C[C@H]1C(=O)NC1=NC(=CC=C1C)Br)C